Trans-3-(4-amino-3-(4-(2-fluoro-3-methoxyphenoxy)phenyl)-1H-pyrazolo[3,4-d]pyrimidin-1-yl)cyclopentan-1-ol NC1=C2C(=NC=N1)N(N=C2C2=CC=C(C=C2)OC2=C(C(=CC=C2)OC)F)[C@@H]2C[C@H](CC2)O